(2S)-N-((3S,6S,10aR)-3-((3-acetyl-5-chloro-1H-indol-1-yl)methyl)-8-ethoxy-5-oxodecahydropyrrolo[1,2-a]azocin-6-yl)-2-(methylamino)propanamide C(C)(=O)C1=CN(C2=CC=C(C=C12)Cl)C[C@@H]1CC[C@H]2N1C([C@H](CC(CC2)OCC)NC([C@H](C)NC)=O)=O